(4-(4-(2,3-dimethylphenyl)piperazin-1-yl)phenyl)-2,5-dimethylbenzenesulfonamide CC1=C(C=CC=C1C)N1CCN(CC1)C1=CC=C(C=C1)C=1C(=C(C=C(C1)C)S(=O)(=O)N)C